COC(C1CC2(C1)CCNCC2)OC 2-(dimethoxymethyl)-7-azaspiro[3.5]nonane